FC(C(=O)[O-])(F)F.O=C1NC2=CC=C(C=C2C1)C1=C(C(=C(C=C1)S(=O)(=O)CC[NH3+])S(N)(=O)=O)C1=NN=NN1 2-((4-(2-oxoindolin-5-yl)-2-sulfamoyl-3-(1H-tetrazol-5-yl)phenyl)sulfonyl)ethanaminium 2,2,2-trifluoroacetate